P1(=O)(OC2=C(C=C(C=C2C(C)(C)C)C(C)(C)C)CC2=C(C(=CC(=C2)C(C)(C)C)C(C)(C)C)O1)[O-].[Li+] lithium [2,2'-methylenebis(4,6-di-tert-butylphenyl)] phosphate